7-[1-(2,2-difluoroethyl)-1H-pyrazolo[3,4-d]pyrimidin-6-yl]-2-[4-(trifluoromethyl)pyridin-2-yl]-2,7-diazaspiro[3.5]nonane FC(CN1N=CC=2C1=NC(=NC2)N2CCC1(CN(C1)C1=NC=CC(=C1)C(F)(F)F)CC2)F